5-(tert-butyl)-N-(diphenylmethylene)pyridin-2-amine C(C)(C)(C)C=1C=CC(=NC1)N=C(C1=CC=CC=C1)C1=CC=CC=C1